4-butoxy-2,2,6,6-tetramethylpiperidin-1-ol C(CCC)OC1CC(N(C(C1)(C)C)O)(C)C